OC1=C(C(=O)O)C=C(C=C1)OCC=1C=NC(=NC1)C1=C(C=CC(=C1)NC(C1=CC=C(C=C1)C(F)(F)F)=O)C 2-Hydroxy-5-((2-(2-methyl-5-(4-(trifluoromethyl)benzamido)phenyl)pyrimidin-5-yl)methoxy)benzoic acid